5-(3,3-difluoropyrrolidin-1-yl)benzo[d]oxazole FC1(CN(CC1)C=1C=CC2=C(N=CO2)C1)F